monostearyl-ammonium chloride [Cl-].C(CCCCCCCCCCCCCCCCC)[NH3+]